4,7,10-trioxatridecan CCCOCCOCCOCCC